tri-ethylene glycol C(COCCOCCO)O